5-bromo-8-((tert-butyldimethylsilyl)oxy)quinoline BrC1=C2C=CC=NC2=C(C=C1)O[Si](C)(C)C(C)(C)C